ClC=1C(=C2C(=NC1)NC(=N2)C2=CC=C(C=C2)N2CC(N(CC2)CCOC(C)C)=O)NC2CCN(CC2)C 4-(4-{6-Chloro-7-[(1-methylpiperidin-4-yl)amino]-3H-imidazo[4,5-b]pyridin-2-yl}phenyl)-1-[2-(1-methylethoxy)ethyl]piperazin-2-one